diglyceryl-glycerol C(C(O)CO)C(C(C(O)CC(O)CO)O)O